ClC=1N=C2C(=NC1)N(C=C2C2=NC(=C(C(=N2)N[C@@H]2[C@H](C1CCC2CC1)C(=O)OCOC(=O)OCC)F)C=1SC(=CC1)Cl)C(C1=CC=CC=C1)(C1=CC=CC=C1)C1=CC=CC=C1 (2S,3S)-((ethoxycarbonyl)oxy)methyl 3-((2-(2-chloro-5-trityl-5H-pyrrolo[2,3-b]pyrazin-7-yl)-6-(5-chlorothiophen-2-yl)-5-fluoropyrimidin-4-yl)amino)bicyclo[2.2.2]octane-2-carboxylate